FC(C(=O)O)(F)F.FCC1C(NC1)C 3-(fluoromethyl)-2-methylazetidine 2,2,2-trifluoroacetic acid salt